2-[5,6-difluoro-2-[[6-methoxy-5-[(1-methyl-4-piperidyl)methoxy]-1,3-benzothiazol-2-yl]methylcarbamoyl]indan-2-yl]acetic acid FC=1C=C2CC(CC2=CC1F)(C(NCC=1SC2=C(N1)C=C(C(=C2)OC)OCC2CCN(CC2)C)=O)CC(=O)O